NC=1N=C(SC1C(=O)C1=CC=C(OC(C(=O)N)(C)C)C=C1)N(C1=CC=C(C=C1)F)C(C(=O)N)C [4-[4-amino-2-(N-(2-amino-1-methyl-2-oxo-ethyl)-4-fluoro-anilino)thiazole-5-carbonyl]phenoxy]-2-methyl-propionamide